CC=1N=C(SC1C(=O)Cl)C1=CC=CC=C1 4-methyl-2-phenyl-1,3-thiazole-5-carbonyl chloride